C(C1=CC=CC=C1)OC1=C(N2C(C3=CC(=CC=C13)S(N)(=O)=O)=NC=N2)C(=O)OC methyl 6-(benzyloxy)-9-sulfamoyl-[1,2,4]triazolo[5,1-a]isoquinoline-5-carboxylate